BrC=1C(=C(C=CC1)C[C@@H]1N(CC[C@@H]([C@@H]1NS(=O)(=O)C1(CC1)F)F)C(=O)OCC1=CC=CC=C1)F benzyl (2S,3R,4S)-2-[(3-bromo-2-fluoro-phenyl)methyl]-4-fluoro-3-[(1-fluorocyclopropyl)sulfonylamino]piperidine-1-carboxylate